(S)-N-ethyl-6-(trifluoromethyl)-2,3-dihydrobenzofuran-3-amine C(C)N[C@@H]1COC2=C1C=CC(=C2)C(F)(F)F